C(C=C)(=O)[Sn].[Zn].[Sn] tin-zinc alloyl-tin